(E)-2-(1-(naphthalen-1-yl)ethylidene)hydrazine-1-carboxamide C1(=CC=CC2=CC=CC=C12)\C(\C)=N\NC(=O)N